(2,2-difluoro-5-oxopentyl)carbamic acid tert-butyl ester C(C)(C)(C)OC(NCC(CCC=O)(F)F)=O